C1=C(C=CC2=CC=CC=C12)[C@]12CNC[C@@H]2C1 (1s,5r)-1-(naphthalen-2-yl)-3-aza-bicyclo[3.1.0]hexane